C(C)OC(CC1=C(C=C(C=C1OC)F)OC)=O (4-fluoro-2,6-dimethoxyphenyl)acetic acid ethyl ester